3-(4-fluoro-2-(methoxy)phenyl)pyrrolidone FC1=CC(=C(C=C1)C1C(NCC1)=O)OC